BrC1=CC=C(C=C1)C1=CC=C(C=C1)C1CC(C2=CC=CC=C2C1)C1=C(OC2=CC=CC=C2C1=O)O 3-[3-[4-(4-bromophenyl)phenyl]-1,2,3,4-tetrahydronaphthalen-1-yl]-2-hydroxychromen-4-one